C(C)(=O)OC(C=C)CCC=CC 1,6-octadien-3-ol acetate